OC1(C[C@H]2CC[C@@H](C1)N2C(=O)OC(C)(C)C)C(=O)OC 8-(tert-butyl) 3-methyl (1R,3r,5S)-3-hydroxy-8-azabicyclo[3.2.1]octane-3,8-dicarboxylate